3-(6,7-dihydro-5H-pyrrolo[1,2-a]imidazol-2-yl)-N-methyl-4-((5-(trifluoromethyl)pyridine-2-yl)amino)benzenesulfonamide N1=C2N(C=C1C=1C=C(C=CC1NC1=NC=C(C=C1)C(F)(F)F)S(=O)(=O)NC)CCC2